C[C@H]1CN(C[C@H](O1)C)C=1C=CC=2N(N1)C(=CN2)C2=CC=NC=C2 (2S,6R)-2,6-dimethyl-4-(3-(pyridin-4-yl)imidazo[1,2-b]pyridazin-6-yl)morpholine